OC1(CCC(CC1)C(=O)O)C(F)(F)F 4-hydroxy-4-(trifluoromethyl)cyclohexane-1-carboxylic acid